O=C1N([C@H]2C[C@H](O)[C@@H](CO)O2)C2=NC=NC(C2=N1)=N 8-oxodeoxyadenosine